sodium p-t-butylphenoxy phosphate P(=O)(OOC1=CC=C(C=C1)C(C)(C)C)([O-])[O-].[Na+].[Na+]